C1(=CC=CC=C1)S(=O)(=O)NC1=C(C=C(C=C1)Cl)[N+](=O)[O-] benzenesulfonyl-4-chloro-2-nitroaniline